C1(=CC=CC=C1)P(=O)(C(CC1=CC=CC=C1)C1=CC=CC=C1)C1=CC=CC=C1 2-(diphenylphosphinyl)-1,2-diphenylethane